1,6-hexanediol C(CCCCCO)O